6-chloro-3-(((1R)-1-(2-cyano-7-methyl-3-(1-(trifluoromethyl)-3-azabicyclo[3.1.0]hexan-3-yl)quinoxalin-5-yl)ethyl)amino)picolinic acid ClC1=CC=C(C(=N1)C(=O)O)N[C@H](C)C1=C2N=C(C(=NC2=CC(=C1)C)C#N)N1CC2(CC2C1)C(F)(F)F